2-acryloylthio-n-propylthio-5-isopropylthio-1,3,4-thiadiazole C(C=C)(=O)SC(CSC=1SC(=NN1)SC(C)C)C